C1=CC=CC=2C3=CC=CC=C3C(C12)COC(=O)N[C@@H](C(C)C)C(=O)N[C@@H](CCCNC(N)=O)C(=O)NC1=CC(=C(C=C1)CO)CCCS(=O)(=O)O N-{[(9H-fluoren-9-yl)methoxy]carbonyl}-L-valyl-N5-carbamoyl-N-[4-(hydroxymethyl)-3-(3-sulfopropyl)phenyl]-L-ornithinamid